3-(2-(3,3-bis(hydroxymethyl)azetidin-1-yl)-2-oxoethyl)-7-hydroxy-6-methoxy-4-methyl-2-oxo-2H-chromen-8-carbaldehyde OCC1(CN(C1)C(CC=1C(OC2=C(C(=C(C=C2C1C)OC)O)C=O)=O)=O)CO